C1(=CC=CC=C1)N=CCC=NC1=CC=CC=C1 N,N'-diphenyl-1,3-diiminopropane